1-(1-ethoxy)-3-fluorobenzene C(C)OC1=CC(=CC=C1)F